(R)-N-(3-(1-((6-amino-[3,3-bipyridin]-5-yl)oxy)ethyl)phenyl)-3-(dimethylamino)benzamide NC1=C(C=C(C=N1)C=1C=NC=CC1)O[C@H](C)C=1C=C(C=CC1)NC(C1=CC(=CC=C1)N(C)C)=O